CC1=C(C(=O)C2=C(C=CC=C2)P(O)(=O)C2=CC=CC=C2)C(=CC(=C1)C)C.C(C)(C)(C)P(C(C)(C)C)CC1=CC=CC(=N1)CN(CC)CC 6-(di-tert-butylphosphinomethyl)-2-(N,N-diethylaminomethyl)pyridine 2,4,6-trimethylbenzoyl-di-phenylphosphinate